9-[5-[5-[(1R)-1-(3,5-dichloro-4-pyridyl)ethoxy]-1H-indazol-3-yl]-2-pyridyl]-1-methyl-1,4,9-triazaspiro[5.5]undecan-5-one ClC=1C=NC=C(C1[C@@H](C)OC=1C=C2C(=NNC2=CC1)C=1C=CC(=NC1)N1CCC2(C(NCCN2C)=O)CC1)Cl